C1(=CC=CC=C1)S(=O)(=O)N1C=C(C2=CC=C(C=C12)OC)S(=O)(=O)NC1=NC(=C(C(=N1)OC)C)OC 1-(benzenesulfonyl)-N-(4,6-dimethoxy-5-methyl-pyrimidin-2-yl)-6-methoxy-indole-3-sulfonamide